6-(2-amino-5-(3-((dimethylamino)methyl)-4-(tetrahydro-2H-pyran-4-yl)phenyl)-6-fluoropyridin-3-yl)-4-fluoro-3-methylisoquinolin-1(2H)-one NC1=NC(=C(C=C1C=1C=C2C(=C(NC(C2=CC1)=O)C)F)C1=CC(=C(C=C1)C1CCOCC1)CN(C)C)F